5-(1-(2-(1,3-dioxolan-2-yl)-4-fluorophenyl)-1H-pyrazole-5-carbonyl)-1-((2-(trimethylsilyl)ethoxy)methyl)-1H-pyrazole-3-carbaldehyde O1C(OCC1)C1=C(C=CC(=C1)F)N1N=CC=C1C(=O)C1=CC(=NN1COCC[Si](C)(C)C)C=O